5-Chloro-N-((R)-1-cyclobutylethyl)-6-(2,6-difluoro-4-(((1R,5S,6s)-3-methyl-3-azabicyclo[3.1.0]hexan-6-yl)ethynyl)phenyl)-[1,2,4]triazolo[1,5-a]pyrimidin-7-amine ClC1=NC=2N(C(=C1C1=C(C=C(C=C1F)C#CC1[C@@H]3CN(C[C@H]13)C)F)N[C@H](C)C1CCC1)N=CN2